glucuronic acid 2-sulfate S(=O)(=O)(O)O[C@@H](C=O)[C@@H](O)[C@H](O)[C@H](O)C(=O)O